CN1N=C(C=C1CC1CC2(CN(C2)C(=O)N2C[C@H](CC2)C2=NC=NN2)C1)C(F)(F)F [6-[[2-Methyl-5-(trifluoromethyl)pyrazol-3-yl]methyl]-2-azaspiro[3.3]heptan-2-yl]-[(3S)-3-(1H-1,2,4-triazol-5-yl)pyrrolidin-1-yl]methanone